9,9'-spirobi[benzindene] C1=CC=C2C=CC=3C(=C12)C1(C=CC3)C=CC=C3C=CC2=CC=CC2=C31